S1C(=NC2=C1C=CC=C2)SC(C(=O)O)CC(=O)O (benzothiazole-2-ylthio)succinic acid